[C@@]12(CNC[C@@H]2C1)COC1=NC=CC2=CC(=C(C=C12)OC(C)C)C(=O)N 1-[(1R,5R)-3-azabicyclo[3.1.0]hex-1-ylmethoxy]-7-(propan-2-yloxy)isoquinoline-6-carboxamide